OCC1(C[C@H](CN1)N1CCCC2=CC(=CC(=C12)C1=C2C(=NC=C1)C=C(S2)CN2C(CCC2=O)=O)Cl)CO (R)-1-((7-(1-(5,5-bis(hydroxymethyl)pyrrolidin-3-yl)-6-chloro-1,2,3,4-tetrahydroquinolin-8-yl)thieno[3,2-b]pyridin-2-yl)methyl)pyrrolidine-2,5-dione